CN1N=NC(=C1NC(O[C@H](C)C=1C(=NC=CC1)Cl)=O)C1=NC=C(C=C1)NC(=O)[C@H]1NC(CC1)=O (R)-1-(2-chloropyridin-3-yl)ethyl (1-methyl-4-(5-((S)-5-oxopyrrolidine-2-carboxamido)pyridin-2-yl)-1H-1,2,3-triazol-5-yl)carbamate